1-(7-(hydroxymethyl)-2-methylquinolin-3-yl)dihydropyrimidine-2,4(1H,3H)-dione OCC1=CC=C2C=C(C(=NC2=C1)C)N1C(NC(CC1)=O)=O